(S)-9-fluoro-3-methyl-7-oxo-10-(4-(pyrazin-2-yl)-1,4-diazepan-1-yl)-2,3-dihydro-7H-[1,4]oxazino[2,3,4-ij]quinoline-6-carboxylic acid FC=1C=C2C(C(=CN3C2=C(C1N1CCN(CCC1)C1=NC=CN=C1)OC[C@@H]3C)C(=O)O)=O